ClC1=CC2=C(N=N1)N(CN(C2=O)C)C2C[C@H]1CC[C@@H](C2)N1C(=O)OC(C)(C)C (1R,3s,5S)-tert-butyl 3-(3-chloro-6-methyl-5-oxo-6,7-dihydropyrimido[4,5-c]pyridazin-8(5H)-yl)-8-azabicyclo[3.2.1]octane-8-carboxylate